C1(=CC=CC=C1)C=1SC2=C(N1)C=CC=C2B(O)O (2-phenylbenzo[d]thiazol-7-yl)boronic acid